N-(2-(aminomethyl)-3-chlorobenzyl)-1-(5-methyl-2-((tetrahydro-2H-pyran-4-yl)amino)-pyrimidin-4-yl)-1H-imidazole-4-carboxamide NCC1=C(CNC(=O)C=2N=CN(C2)C2=NC(=NC=C2C)NC2CCOCC2)C=CC=C1Cl